1,4-bis(5-amino-2-pyridyl)benzene NC=1C=CC(=NC1)C1=CC=C(C=C1)C1=NC=C(C=C1)N